NC=1C=C(C=C2C=C(N=CC12)NC(=O)[C@H]1[C@@H](C1)C#N)C1=C(C=2C(=NC=CN2)N=C1)C |r| (±)-trans-N-(8-amino-6-(8-methylpyrido[2,3-b]pyrazin-7-yl)isoquinolin-3-yl)-2-cyanocyclopropane-1-carboxamide